N=1C=CN2C1C=C(C=C2)C(C=O)(C)C 2-imidazo[1,2-a]pyridin-7-yl-2-methyl-propanal